4-(2-(2-aminopyridin-3-yl)-6-cyano-1H-imidazo[4,5-c]pyridin-1-yl)benzyl acetate C(C)(=O)OCC1=CC=C(C=C1)N1C(=NC=2C=NC(=CC21)C#N)C=2C(=NC=CC2)N